trifluoromethylthiophenylpropionic acid FC(F)(F)C(C(=O)O)(C)C=1SC=CC1